2-benzyl-2-(((2R,3S,4R,5R)-5-(2-chloro-6-(ethylamino)-9H-purin-9-yl)-3-ethynyl-3,4-dihydroxytetrahydrofuran-2-yl)methoxy)malonic acid C(C1=CC=CC=C1)C(C(=O)O)(C(=O)O)OC[C@H]1O[C@H]([C@@H]([C@@]1(O)C#C)O)N1C2=NC(=NC(=C2N=C1)NCC)Cl